N,N-Dimethyl[(Z)-2-(6-methoxy-1-indanylidene)-2-fluoroethyl]amine CN(C)C/C(/F)=C/1\CCC2=CC=C(C=C12)OC